5-[4-[benzyl(methyl)amino]-1-piperidyl]isoindolin-1-one C(C1=CC=CC=C1)N(C1CCN(CC1)C=1C=C2CNC(C2=CC1)=O)C